2,3-dihydrobenzofurane-5,7-dicarboxamide O1CCC2=C1C(=CC(=C2)C(=O)N)C(=O)N